3-(2-aminoethylamino)propyl-diethoxymethylsilane NCCNCCC[SiH2]C(OCC)OCC